C(C)OC(=O)C=1C=C(NC1C1=C(C=CC=C1)N)C1=CC=C(C=C1)Cl 5-(2-aminophenyl)-2-(4-chlorophenyl)Azole-4-carboxylic acid ethyl ester